ClC=1C=C(C=CC1F)N(S(=O)(=O)CCN1CCN(CC1)C(=O)OC(C)(C)C)CC1=C(C=C(C=C1)C(=O)OC)F tert-butyl 4-(2-(N-(3-chloro-4-fluorophenyl)-N-(2-fluoro-4-(methoxycarbonyl)benzyl)sulfamoyl) ethyl)piperazine-1-carboxylate